C(C)(C)(C)C1=CC2=C(C3=CC=CC=C3C(=C2C=C1)OC(=O)C1C(CC(=CC1)C)C(=O)O)OC(=O)C1C(CC(=CC1)C)C(=O)O 2-(tert-butyl)-9,10-bis[2-carboxy(4-methyl-4-cyclohexenyl)]carbonyloxyanthracene